4-(6-(2-(3-methylbenzylidene)hydrazinyl)-9-(2-methylpyridin-4-yl)-9H-purin-2-yl)morpholine CC=1C=C(C=NNC2=C3N=CN(C3=NC(=N2)N2CCOCC2)C2=CC(=NC=C2)C)C=CC1